(3-(2-methoxyphenylethyl)-4-oxo-3,4-dihydro-quinazolin-5-yl)carbamic acid tert-butyl ester C(C)(C)(C)OC(NC1=C2C(N(C=NC2=CC=C1)CCC1=C(C=CC=C1)OC)=O)=O